FC=1C=C2C(NC(=NC2=CC1)C12CC(C(C1)C2)=O)=O 6-fluoro-2-(3-oxobicyclo[2.1.1]hexan-1-yl)quinazolin-4(3H)-one